methyl 4-[(6-methoxy-3-pyridyl)sulfonimidoyl]benzoate COC1=CC=C(C=N1)S(=O)(=N)C1=CC=C(C(=O)OC)C=C1